N-(2-(2-bromo-9H-carbazol-9-yl)-4-methoxy-3,5-dimethylphenyl)-N-(3-methoxy-2,4-dimethyl-6-((4-methylphenyl)sulphonamido)phenyl)-4-methylbenzenesulfonamide BrC1=CC=2N(C3=CC=CC=C3C2C=C1)C1=C(C=C(C(=C1C)OC)C)N(S(=O)(=O)C1=CC=C(C=C1)C)C1=C(C(=C(C=C1NS(=O)(=O)C1=CC=C(C=C1)C)C)OC)C